C1(=C(C=CC=C1)C=1C2=CC=CC=C2C(=C2C=CC(=CC12)N(C1=CC=CC=C1)C1=CC=C(C=C1)N1C2=CC=CC=C2C=2C=CC=CC12)C1=C(C=CC=C1)C1=CC=CC=C1)C1=CC=CC=C1 9,10-bis(biphenyl-2-yl)-N-[4-(9H-carbazol-9-yl)phenyl]-N-phenylanthracen-2-amine